benzyl (2-vinylpyrimidin-5-yl)carbamate C(=C)C1=NC=C(C=N1)NC(OCC1=CC=CC=C1)=O